4-chloro-6-(3,3-difluorocyclobutoxy)-3-fluoro-2-(4-iodo-1-methyl-1H-pyrazol-5-yl)benzonitrile ClC1=C(C(=C(C#N)C(=C1)OC1CC(C1)(F)F)C1=C(C=NN1C)I)F